4-[4-[[2-(4-hydroxyphenyl)phenyl]methyl]piperazin-1-yl]-N-[3-nitro-4-(2-phenylsulfanylethylamino)phenyl]sulfonylbenzamide OC1=CC=C(C=C1)C1=C(C=CC=C1)CN1CCN(CC1)C1=CC=C(C(=O)NS(=O)(=O)C2=CC(=C(C=C2)NCCSC2=CC=CC=C2)[N+](=O)[O-])C=C1